3-(2-((3S,5r)-3-(3-fluoro-1H-pyrazol-4-yl)-5-methylpiperidin-1-yl)pyrimidin-2-yl)-6-(trifluoromethyl)imidazo[1,2-a]pyrazine FC1=NNC=C1[C@H]1CN(C[C@@H](C1)C)C1(NC=CC=N1)C1=CN=C2N1C=C(N=C2)C(F)(F)F